1-cyclopropyl-3-(tetrahydro-2H-pyran-4-yl)-1H-pyrazol-4-yl benzoate C(C1=CC=CC=C1)(=O)OC=1C(=NN(C1)C1CC1)C1CCOCC1